C(#N)C=1C(=NC=C(C1)C(F)(F)F)N[C@H]1[C@H](CN(CC1)S(=O)(=O)C1=CC=C(C=C1)C1=CC(=NC=C1)C(=O)N)O 4-(4-(((3S,4R)-4-((3-cyano-5-(trifluoromethyl)pyridin-2-yl)amino)-3-hydroxypiperidin-1-yl)sulfonyl)phenyl)picolinamide